(±)-1-(6-{[1-(cyclopropylmethyl)-3-(4-fluorophenyl)-4-methyl-1H-pyrazol-5-yl]amino}pyrimidin-4-yl)-3-methyl-4-(trifluoromethyl)-1,4,5,6-tetrahydrocyclopenta[c]pyrazol-4-ol C1(CC1)CN1N=C(C(=C1NC1=CC(=NC=N1)N1N=C(C2=C1CC[C@]2(O)C(F)(F)F)C)C)C2=CC=C(C=C2)F |r|